Cl.FC1(CC2(CN(C2)C(=O)C=2C=C3C(CN(C(C3=CC2)=O)C[C@H]([C@H]2NCC3=CC=CC=C3C2)O)(C)C)C1)F 6-(6,6-difluoro-2-azaspiro[3.3]heptane-2-carbonyl)-2-((R)-2-hydroxy-2-((S)-1,2,3,4-tetrahydroisoquinolin-3-yl)ethyl)-4,4-dimethyl-3,4-dihydroisoquinolin-1(2H)-one hydrochloride